ClC1=C(C=CC=C1C1=C(C(=NC=C1)C=1C=C2CCNCC2=C(C1)OC)Cl)C1=CC=C(C(=N1)OC)CNC[C@@H]1CCC(N1)=O (S)-5-((((6-(2-chloro-3-(3-chloro-2-(8-methoxy-1,2,3,4-tetrahydroisoquinolin-6-yl)pyridin-4-yl)phenyl)-2-methoxypyridin-3-yl)methyl)amino)methyl)pyrrolidin-2-one